Cl.N=1N=C(NC1)COC1=C(C=C(C=C1OC)C1=CC(=CC=2N(C(N(C21)C)=O)CC(=O)NC2=CC=C(C=C2)F)OC(F)(F)F)F 2-(4-(4-((4H-1,2,4-triazol-3-yl)methoxy)-3-fluoro-5-methoxyphenyl)-3-methyl-2-oxo-6-(trifluoromethoxy)-2,3-dihydro-1H-benzo[d]imidazol-1-yl)-N-(4-fluorophenyl)acetamide hydrochloride